C[SiH](C)C[Ti](C)(C1(C(=C(C(=C1)C)C)C)C)NC(C)(C)C dimethylsilyl(N-tert-butylamino)(tetramethyl-cyclopentadienyl)dimethyl-titanium